ClC1=C(C=CC(=C1)F)[C@@H]1N(CCC1)C1=C(C(=O)N[C@H](C)\C=C\S(=O)(=O)C)C=CC=C1 ((R)-2-(2-Chloro-4-fluorophenyl)pyrrolidin-1-yl)-N-((R,E)-4-(methylsulfonyl)but-3-en-2-yl)benzamide